2-fluoro-N-(2-fluoro-4-methyl-3-(2-(methylamino)-8,9-dihydroimidazo[1',2':1,6]pyrido[2,3-d]pyrimidin-6-yl)phenyl)benzenesulfonamide FC1=C(C=CC=C1)S(=O)(=O)NC1=C(C(=C(C=C1)C)C1=CC2=C(N=C(N=C2)NC)N2C1=NCC2)F